C(C1=CC=CC=C1)OC=1C=C2C=CC(=CC2=C(C1N1S(NC(C1)=O)(=O)=O)F)OCCC(C=O)(C)C 4-[[6-benzyloxy-8-fluoro-7-(1,1,4-trioxo-1,2,5-thiadiazolidin-2-yl)-2-naphthyl]oxy]-2,2-dimethyl-butanal